FC1=CC=C2C[C@@H](C2=C1)NC(=NO)C=1C(=NON1)O[C@@H](CNC(C)=O)CO N-{(2S)-2-[(4-{N-[(7S)-4-fluorobicyclo[4.2.0]octa-1,3,5-trien-7-yl]-N'-hydroxycarbamimidoyl}-1,2,5-oxadiazol-3-yl)oxy]-3-hydroxypropyl}acetamide